methyl 4-amino-3-(methoxy-d3)benzoate NC1=C(C=C(C(=O)OC)C=C1)OC([2H])([2H])[2H]